CC1=C(C=C(C(=O)NC=2C=C3N(N2)CCC32CCC2)C=C1)C#CC=1C=NC=CC1 4-methyl-3-[2-(3-pyridinyl)ethynyl]-N-spiro[5,6-dihydropyrrolo[1,2-b]pyrazole-4,1'-cyclobutane]-2-yl-benzamide